N,N'-bis[o-(diphenylphosphino)benzylidene]-1,4-butanediamine C1(=CC=CC=C1)P(C1=C(C=NCCCCN=CC2=C(C=CC=C2)P(C2=CC=CC=C2)C2=CC=CC=C2)C=CC=C1)C1=CC=CC=C1